C(C)(C)(C)/C(/C#N)=C(/C#N)\C1=C(C=CC=C1)F 2-tert-butyl-3-(2-fluorophenyl)maleonitrile